5-(methylthio)-1H-tetrazole CSC1=NN=NN1